CS(=O)(=O)C=1C(=C(C=CC1)C1=C(C=C(C=C1C(C)C)C(C)C)C(C)C)P(C1CCCCC1)C1CCCCC1 methanesulfonyl-(2-dicyclohexylphosphino-2',4',6'-tri-isopropyl-1,1'-biphenyl)